FC=1C=C(C=CC1F)C=1C=C2C=CN(C2=C(C1)C(=O)NCC1=CC=C(C(=O)O)C=C1)CC1=CC2=CC=CC=C2C=C1 4-((5-(3,4-difluorophenyl)-1-(naphthalen-2-ylmethyl)-1H-indole-7-carboxamido)methyl)benzoic acid